OCCC=1C=NC(=NC1)C(C(=O)OCC)(C)C ethyl 2-(5-(2-hydroxyethyl)pyrimidin-2-yl)-2-methylpropanoate